(S)-1-phenyl-1,3-propyleneglycol dibenzoate C(C1=CC=CC=C1)(=O)O[C@@H](CCOC(C1=CC=CC=C1)=O)C1=CC=CC=C1